methyl 4-(4-((4-(3-((4-((tert-butoxycarbonyl)amino)piperidin-1-yl)sulfonyl)-phenyl)piperidin-1-yl)methyl)piperidin-1-yl)-2-formylbenzoate C(C)(C)(C)OC(=O)NC1CCN(CC1)S(=O)(=O)C=1C=C(C=CC1)C1CCN(CC1)CC1CCN(CC1)C1=CC(=C(C(=O)OC)C=C1)C=O